BrC1=C(C=CC2=C1C=C(O2)C(=O)O)N2CCN(CC2)CC2=CC(=CC(=C2)Cl)Cl 4-bromo-5-[4-(3,5-dichloro-benzyl)-piperazin-1-yl]-benzofuran-2-carboxylic acid